C1(CC1)COC1=CC(=C2C(NC(=NC2=C1)CSC1CCN(CC1)CC1CCN(CC1)C1=C(C=C(C=C1)[N+](=O)[O-])F)=O)F 7-(cyclopropylmethoxy)-5-fluoro-2-(((1-((1-(2-fluoro-4-nitrophenyl)piperidin-4-yl)methyl)piperidin-4-yl)thio)methyl)quinazolin-4(3H)-one